3-(phenylethynyl)-5,6,7,8-tetrahydro[1,2,4]triazolo[4,3-a]pyrazine C1(=CC=CC=C1)C#CC1=NN=C2N1CCNC2